C(C=C)(=O)N1C(CN(CC1)C=1N=C2C(=NC1)NC=C2C(=O)N[C@@H]2COC[C@@H]2C2CC2)(C)C 2-(4-acryloyl-3,3-dimethylpiperazin-1-yl)-N-[(3S,4R)-4-cyclopropyltetrahydrofuran-3-yl]-5H-pyrrolo[2,3-b]pyrazine-7-carboxamide